C(=CCCCCCCCCC=C)O[C@@H](C(=O)OC)C |r| (±)-methyl 2-(dodeca-1,11-dien-1-yloxy)propanoate